2,2',2''-nitrilo-tris(ethanol) N(CCO)(CCO)CCO